2-[1-(3,6-dimethyl-4-oxo-2-tetrahydropyran-4-yl-quinazolin-8-yl)ethylamino]-5-fluoro-benzoic acid CN1C(=NC2=C(C=C(C=C2C1=O)C)C(C)NC1=C(C(=O)O)C=C(C=C1)F)C1CCOCC1